FC1=CC=C2C(=CNC2=C1)C1CCN(CC1)C(=O)N1C[C@@H]2[C@@H](OCC(N2)=O)CC1 |r| rac-cis-6-[4-(6-fluoro-1H-indol-3-yl)piperidine-1-carbonyl]-4,4a,5,7,8,8a-hexahydropyrido[4,3-b][1,4]oxazin-3-one